(4-(1-(2,6-Dioxopiperidin-3-yl)-3-methyl-2-oxo-2,3-dihydro-1H-benzo[d]imidazol-5-yl)phenyl)-2,7-diazaspiro[4.4]nonane-2-carboxylic acid tert-butyl ester C(C)(C)(C)OC(=O)N1C(C2(CC1)CNCC2)C2=CC=C(C=C2)C2=CC1=C(N(C(N1C)=O)C1C(NC(CC1)=O)=O)C=C2